8-(4-aminopiperidin-1-yl)-N-(1-cyanocyclopropyl)-3-(5-(trifluoromethyl)-1,3,4-thiadiazol-2-yl)imidazo[1,5-a]pyridine-6-sulfonamide NC1CCN(CC1)C=1C=2N(C=C(C1)S(=O)(=O)NC1(CC1)C#N)C(=NC2)C=2SC(=NN2)C(F)(F)F